benzyl 4-(2-(methylcarbamoyl)-1H-indol-4-yl)piperazine-1-carboxylate CNC(=O)C=1NC2=CC=CC(=C2C1)N1CCN(CC1)C(=O)OCC1=CC=CC=C1